(R)-3-(6-(3-methylpiperazin-1-yl)pyridin-2-yl)pyrazolo[1,5-a]pyridine formate C(=O)O.C[C@@H]1CN(CCN1)C1=CC=CC(=N1)C=1C=NN2C1C=CC=C2